CO[C@@H]1OC[C@]23[C@@H](O[C@@H]1C3)CC[C@@H](O2)CC(C(=C)OS(=O)(=O)C(F)(F)F)C trifluoromethanesulfonic acid 4-((2r,3r,5ar,7r,9as)-3-methoxyhexahydro-2H-2,5a-methano-pyrano[3,2-e][1,4]dioxepin-7-yl)-3-methylbut-1-en-2-yl ester